CN(CCCOC1=CC=C(C=N1)C1=CC=C2N=CC=3N(C(N4[C@H](COC1=C2C34)C)=O)C)C (S)-7-(6-(3-(dimethylamino)propoxy)pyridin-3-yl)-2,10-dimethyl-9,10-dihydro-8-oxa-2,4,10a-triazanaphtho[2,1,8-cde]Azulene-1(2H)-one